FC(C(=O)O)(F)F.FC=1C2=C(C=NC1)C(=CS2)C#N 7-fluorothieno[3,2-c]pyridine-3-carbonitrile 2,2,2-trifluoroacetate